C(C)N1P(N(CC\C=C/CC1)CC)(OC1=CC=CC=C1)=O (Z)-1,3-diethyl-2-phenoxy-1,3,4,5,8,9-hexahydro-1,3,2-diazaphosphonine 2-oxide